COC1(CC(N)=CC=C1)Br 3-methoxy-3-bromoaniline